(6-((1,2-Dimethyl-1H-pyrrolo[2,3-b]pyridin-6-yl)methyl)-2-azaspiro[3.3]heptan-2-yl)((1s,3s)-3-hydroxy-3-methylcyclobutyl)methanone CN1C(=CC=2C1=NC(=CC2)CC2CC1(CN(C1)C(=O)C1CC(C1)(C)O)C2)C